[2-amino-4-(trifluoromethoxy)phenyl]-[4-[2-[tetrahydrofuran-2-yl]-3H-imidazo[4,5-b]pyridin-7-yl]-1-piperidyl]methanone NC1=C(C=CC(=C1)OC(F)(F)F)C(=O)N1CCC(CC1)C1=C2C(=NC=C1)NC(=N2)C2OCCC2